C1(CC1)C1=C(C=CC=C1)N1CCC(CC1)N1C(N(C=2C(C1)=CN(N2)C)CC2=C(C=CC=C2)C(F)(F)F)=O 5-[1-(2-Cyclopropyl-phenyl)-piperidin-4-yl]-2-methyl-7-(2-trifluoromethyl-benzyl)-2,4,5,7-tetrahydro-pyrazolo[3,4-d]pyrimidin-6-one